O[C@H]1[C@@H](CN(C1)C1=NC(=CC(=C1)I)N1CCOCC1)NC(OCC1=CC=CC=C1)=O Trans-benzyl (4-hydroxy-1-(4-iodo-6-morpholinopyridin-2-yl) pyrrolidin-3-yl)carbamate